(2R)-2-(4-amino-6-oxopyridazin-1-yl)-N-methyl-N-(2,2,2-trifluoroethyl)propanamide NC=1C=NN(C(C1)=O)[C@@H](C(=O)N(CC(F)(F)F)C)C